FC(OC1=C(C=CC=C1)[NH-])(F)F (2-trifluoromethoxyphenyl)amid